1-(5-((1-(3-hydroxy-2-(hydroxymethyl)propyl)piperidin-4-yl)methyl)pyrazolo[1,5-a]pyridin-3-yl)dihydropyrimidine-2,4(1H,3H)-dione OCC(CN1CCC(CC1)CC1=CC=2N(C=C1)N=CC2N2C(NC(CC2)=O)=O)CO